ClC=1C(=C(C(=CC1)OC)C1=C(C(=O)NC=2SC(=NN2)OC[Si](C)(C)C)C=CC(=N1)C)F (3-chloro-2-fluoro-6-methoxyphenyl)-6-methyl-N-(5-((trimethylsilyl)methoxy)-1,3,4-thiadiazol-2-yl)nicotinamide